CSCCNC(C1=CN=CC=C1)=O N-(2-methylthioethyl)nicotinamide